4-[4-[[4-[[1-(2,6-dioxo-3-piperidyl)-2-oxo-benzo[cd]indol-6-yl]methyl]phenyl]methyl]piperazin-1-yl]-3-fluoro-benzonitrile O=C1NC(CCC1N1C(C2=C3C(C(=CC=C13)CC1=CC=C(C=C1)CN1CCN(CC1)C1=C(C=C(C#N)C=C1)F)=CC=C2)=O)=O